6-[4-[(R or S)-(1-Methyl-2-oxo-4-pyridyl)-phenyl-methyl]piperidine-1-carbonyl]-4H-1,4-benzoxazin-3-one CN1C(C=C(C=C1)[C@H](C1CCN(CC1)C(=O)C=1C=CC2=C(NC(CO2)=O)C1)C1=CC=CC=C1)=O |o1:7|